C1(CC1)S(=O)(=O)NC=1C=C(OC2=C(C=C(C=C2C)NC(CCN2C=NC=C2)=O)C)C=C(C1)C=1C(=NOC1C)C N-(4-(3-(cyclopropanesulfonamido)-5-(3,5-dimethylisoxazol-4-yl)phenoxy)-3,5-dimethylphenyl)-3-(1H-imidazol-1-yl)propanamide